C(CCCCCCCCCCCC=CCCCCCC)(=O)OCCCCCCCCCCCCCCCCCCCCCCCCC(CC)C 25-methylheptacosyl eicos-13-enoate